(±)-7-((5-Aminopyridin-2-yl)amino)-5-((4-((S)-3-aminopyrrolidin-1-yl)-3-((methylsulfinyl)methyl)phenyl)amino)pyrazolo[1,5-a]pyrimidine-3-carbonitrile NC=1C=CC(=NC1)NC1=CC(=NC=2N1N=CC2C#N)NC2=CC(=C(C=C2)N2C[C@H](CC2)N)C[S@](=O)C |&1:33|